BrC1=C(C=C(C=C1)C1=CC=2SC(=CC2S1)CCCCC)C 5-(4-bromo-3-methylphenyl)-2-pentylthieno[3,2-b]thiophene